C(C1=CC=CC=C1)OC(=O)N(C1(CC1)C(=O)OC)C methyl 1-(benzyloxycarbonyl-methyl-amino)-cyclopropanecarboxylate